trans-3-(4-chlorophenyl)-N-((3,3-difluoropiperidin-1-yl)sulfonyl)-5-methyl-4-phenyl-4,5-dihydro-1H-pyrazole-1-carboxamide ClC1=CC=C(C=C1)C1=NN([C@H]([C@@H]1C1=CC=CC=C1)C)C(=O)NS(=O)(=O)N1CC(CCC1)(F)F